lactamide C(C(O)C)(=O)N